CC1=CC=C(O1)CC1=C(C(=O)N)C=CC=C1NC=1N=NC=CC1 [(5-methylfuran-2-yl)methyl]-3-[(pyridazin-3-yl)amino]benzamide